2-(((7-(2,2'-dichloro-4''-(((2-hydroxyethyl)amino)methyl)-[1,1':3',1''-terphenyl]-3-yl)-[1,2,4]triazolo[1,5-a]pyridin-2-yl)methyl)amino)-2-methylpropan-1-ol ClC1=C(C=CC=C1C1=CC=2N(C=C1)N=C(N2)CNC(CO)(C)C)C2=C(C(=CC=C2)C2=CC=C(C=C2)CNCCO)Cl